ClC1=CC(=C2C(=N1)N(C(=N2)C=2COCCC2)CCOC)N2CCOCC2 4-(5-chloro-2-(5,6-dihydro-2H-pyran-3-yl)-3-(2-methoxyethyl)-3H-imidazo[4,5-b]pyridin-7-yl)morpholine